Thiosulfuric acid Sodium salt [Na+].S([O-])([O-])(=S)=O.[Na+]